3-[5-Methoxy-4-(5-oxo-3-phenyl-5H-thiazolo[3,2-a]pyrimidin-2-yl)-pyrimidin-2-ylamino]-benzenesulfonamide COC=1C(=NC(=NC1)NC=1C=C(C=CC1)S(=O)(=O)N)C1=C(N2C(=NC=CC2=O)S1)C1=CC=CC=C1